1-(3-chloro-4-methoxyphenyl)-6-(3,5-dimethoxyphenyl)-2-iodo-1H-benzo[d]imidazole ClC=1C=C(C=CC1OC)N1C(=NC2=C1C=C(C=C2)C2=CC(=CC(=C2)OC)OC)I